ClC=1C=C(C=CC1C1=CN=CO1)[C@@H]1CN2[C@H](CO1)CN(CC2)C(=O)C2=C(C(=CC=C2)OC)Cl [(3R,9aS)-3-(3-chloro-4-oxazol-5-yl-phenyl)-3,4,6,7,9,9a-hexahydro-1H-pyrazino[2,1-c][1,4]oxazin-8-yl]-(2-chloro-3-methoxyphenyl)methanone